ClC=1C(=C(NC=2C3=C(N=CN2)C=NC(=C3)C3CN(CC3)C(=O)OC(C)(C)C)C=CC1)F tert-Butyl 3-[4-(3-chloro-2-fluoro-anilino)pyrido[3,4-d]pyrimidin-6-yl]pyrrolidine-1-carboxylate